[Si](C)(C)(C(C)(C)C)OCC1OCC(OC1)COC1=NN=C(S1)NC(=O)C=1C=NC(=CC1C1=CC(=NC=C1OC)Cl)C N-(5-((5-(((tert-butyldimethylsilyl)oxy)methyl)-1,4-dioxan-2-yl)methoxy)-1,3,4-thiadiazol-2-yl)-2'-chloro-5'-methoxy-6-methyl-(4,4'-bipyridine)-3-carboxamide